ClC=1N=NC(=C2C1C=NC=C2)C2=C(C=C(C=C2)C)OC 4-chloro-1-(2-methoxy-4-methylphenyl)pyrido[3,4-d]pyridazine